2-amino-5-methyl-1-(5-methylbenzo[d]oxazol-4-yl)-1H-pyrrolo[2,3-b]pyridine-3-carboxamide NC1=C(C=2C(=NC=C(C2)C)N1C1=C(C=CC2=C1N=CO2)C)C(=O)N